FC1=C(C=CC=C1)N\N=C(\C(=O)OCC)/C=O Ethyl (2E)-2-[2-(2-fluorophenyl)hydrazinylidene]-3-oxopropanoate